C(#N)C1=CC2=C(C(CO2)NC(=O)C2=CC=NN2C)C=C1 N-(6-cyano-2,3-dihydro-1-benzofuran-3-yl)-1-methyl-1H-pyrazole-5-carboxamide